(S)-4-(1-((5-methoxy-7-methyl-1H-indol-4-yl)methyl)-4-(3-methylisothiazol-5-yl)piperidin-2-yl)benzoic acid COC=1C(=C2C=CNC2=C(C1)C)CN1[C@@H](CC(CC1)C1=CC(=NS1)C)C1=CC=C(C(=O)O)C=C1